methyl 2-amino-3-(2-oxo-1H-quinolin-4-yl)propanoate NC(C(=O)OC)CC1=CC(NC2=CC=CC=C12)=O